NC1(CCN(CC1)C=1N=CC(=NC1)SC1=C(C2=CN(CN=C2C=C1)C1=CC=CC=C1)Cl)C 6-((5-(4-amino-4-methylpiperidin-1-yl)pyrazin-2-yl)thio)-5-chloro-3-phenylquinazoline